C(C)OC(=O)C=1C(=NC2=CC=CN=C2C1OCC1=CC=CC=C1)Cl 4-benzyloxy-2-chloro-1,5-naphthyridine-3-carboxylic acid ethyl ester